FC=1C(=C(C=C(C1)CC(C)C)N1CC(N(CC1C)CC=1N=NC=CC1)C)C=1N=NNN1 3-[[4-[3-fluoro-5-isobutyl-2-(2H-tetrazol-5-yl)phenyl]-2,5-dimethyl-piperazin-1-yl]methyl]pyridazine